(R)-N-1-phenylethyl-N'-trimethoxysilylpropylurea C1(=CC=CC=C1)[C@@H](C)NC(=O)NCCC[Si](OC)(OC)OC